C12CN(CC(CC1)O2)C(=O)C2=CC1=C(C=N2)C(=NN1CC(F)(F)F)NC1=NC=CC=C1 8-oxa-3-azabicyclo[3.2.1]octan-3-yl-[3-(2-pyridylamino)-1-(2,2,2-tri-fluoroethyl)pyrazolo[4,3-c]pyridin-6-yl]methanone